IC=1C=C(C[C@H](N)CO)C=CC1O 3-iodo-tyrosineol